OC1=C(C(=CC(=C1C(=O)NCC=1C=NC=CC1)CCCCC)O)C1=C(C=CC(=C1)C)C(=C)C 2,6-dihydroxy-5'-methyl-4-pentyl-2'-(prop-1-en-2-yl)-N-(pyridin-3-ylmethyl)-[1,1'-biphenyl]-3-carboxamide